C(C)C1=NN2C(C=C(C(=C2)F)N2CC3(CN(C3)C(=O)[C@@H]3COCC3)C2)=C1N(C=1SC(=C(N1)C1=CC=C(C=C1)F)C#N)C 2-[[2-ethyl-6-fluoro-5-[2-[(3S)-tetrahydrofuran-3-carbonyl]-2,6-diazaspiro[3.3]heptane-6-yl]pyrazolo[1,5-a]pyridin-3-yl]-methyl-amino]-4-(4-fluorophenyl)thiazole-5-carbonitrile